1-(2-methoxy-6Z-octadecenyl)-sn-glycero-3-phosphoserine CCCCCCCCCCC/C=C\CCCC(COC[C@H](COP(=O)(O)OC[C@@H](C(=O)O)N)O)OC